(R)-N-(2-(4-cyanothiazolidin-3-yl)-2-oxoethyl)-6-(tetrahydro-2H-pyran-4-yl)quinoline-4-carboxamide C(#N)[C@H]1N(CSC1)C(CNC(=O)C1=CC=NC2=CC=C(C=C12)C1CCOCC1)=O